(S)-1-(2-chloro-6-fluoro-3-(2-hydroxyethoxy)benzyl)-3,4-dimethyl-2-oxo-N-(2,4,6-trifluorobenzyl)-1,2,3,4-tetrahydroquinazoline-7-carboxamide ClC1=C(CN2C(N([C@H](C3=CC=C(C=C23)C(=O)NCC2=C(C=C(C=C2F)F)F)C)C)=O)C(=CC=C1OCCO)F